BrC1=CN=CC(=N1)C(=O)OC methyl 6-bromopyrazine-2-carboxylate